8-(4-chloro-2-fluorophenyl)-6-(6-(tetrahydrofuran-3-yl)-3,6-dihydro-2H-pyran-4-yl)-1,3-dihydro-10H-furo[3,4-d]pyrimido[1,6-a]pyrimidin-10-one ClC1=CC(=C(C=C1)C1=NC(=CC=2N1C(C1=C(N2)COC1)=O)C=1CCOC(C1)C1COCC1)F